OC1=C(C=C(C=C1)CCOC(C(=C)C)=O)N1N=C2C(=N1)C=CC=C2 2-hydroxy-5-[2-(methacryloyloxy)ethyl]phenyl-2H-benzotriazole